tris[2-(4-trifluoromethylphenyl)pyridine] iridium [Ir].FC(C1=CC=C(C=C1)C1=NC=CC=C1)(F)F.FC(C1=CC=C(C=C1)C1=NC=CC=C1)(F)F.FC(C1=CC=C(C=C1)C1=NC=CC=C1)(F)F